Gadolinium silicide [SiH4].[SiH4].[Gd+3]